Ethyl 1-(5-{5-[2-ethoxy-6-(trifluoromethyl)pyridin-4-yl]-7-[(3-methoxy-2,2-dimethylpropyl)(methyl)amino]-1H-imidazo[4,5-b]pyridin-2-yl}pyrazin-2-yl)piperidine-4-carboxylate C(C)OC1=NC(=CC(=C1)C1=CC(=C2C(=N1)N=C(N2)C=2N=CC(=NC2)N2CCC(CC2)C(=O)OCC)N(C)CC(COC)(C)C)C(F)(F)F